C(=O)O.C(C)OC=1C(=CC2=CN(N=C2C1)C)NC(=O)N1CCC=2C1=NC=CC2N2CCNCC2 N-(6-ethoxy-2-methyl-2H-indazol-5-yl)-4-(piperazin-1-yl)-2,3-dihydro-1H-pyrrolo[2,3-b]pyridine-1-carboxamide formate